C(C)(C)(C)C1=NN(C=C1)CCCC1=C(N=C(N1C(=O)N)OC)C (3-(3-(tert-Butyl)-1H-pyrazol-1-yl)propyl)-2-methoxy-4-methyl-1H-imidazole-1-carboxamide